(2-(benzyloxy)-5-(2-(benzyloxy)ethyl)phenyl)(phenyl)methanone C(C1=CC=CC=C1)OC1=C(C=C(C=C1)CCOCC1=CC=CC=C1)C(=O)C1=CC=CC=C1